5-[3-[5-(3-methoxy-2-thienyl)-1H-imidazol-2-yl]chroman-6-yl]oxy-3,4-dihydro-1H-1,8-naphthyridin-2-one COC1=C(SC=C1)C1=CN=C(N1)C1COC2=CC=C(C=C2C1)OC1=C2CCC(NC2=NC=C1)=O